1-(5-(4,4,5,5-tetramethyl-1,3,2-dioxaborolan-2-yl)-2H-indazol-2-yl)propan-2-ol CC1(OB(OC1(C)C)C1=CC2=CN(N=C2C=C1)CC(C)O)C